tri(2-octyl) citrate C(CC(O)(C(=O)OC(C)CCCCCC)CC(=O)OC(C)CCCCCC)(=O)OC(C)CCCCCC